N[C@H](C(=O)O)CCN(C(CO)=O)[C@H](C(C)(C)C)C=1N(C=C(N1)C1=C(C=CC(=C1)F)F)CC1=CC=CC=C1 (2S)-2-Amino-4-[{(1R)-1-[1-benzyl-4-(2,5-difluorophenyl)-1H-imidazol-2-yl]-2,2-dimethylpropyl}(glycoloyl)amino]butanoic acid